[N+](=O)([O-])C1=C(C=CC=C1)OCC nitrophenetole